2-(4-chloro-2-fluorophenyl)-4-((trifluoromethyl)sulfonyl)-3,4-dihydrophthalazin-1(2H)-one ClC1=CC(=C(C=C1)N1C(C2=CC=CC=C2C(N1)S(=O)(=O)C(F)(F)F)=O)F